C(C)OC1=NC=CC=C1C1=NC=2CN(CC3(CCN(CC3)C=3C(=NC(=CC3)OC)C(F)(F)F)C2C=C1)C(=O)C1CN(C1)C [2-(2-ethoxypyridin-3-yl)-1'-[6-methoxy-2-(trifluoromethyl)pyridin-3-yl]spiro[6,8-dihydro-1,7-naphthyridine-5,4'-piperidine]-7-yl]-(1-methylazetidin-3-yl)methanone